4-((2-(1H-pyrazol-4-yl)ethyl)amino)-5,6-dimethyl-N-(2,2,2-trifluoro-1-(pyridin-3-yl)ethyl)pyrimidine-2-carboxamide N1N=CC(=C1)CCNC1=NC(=NC(=C1C)C)C(=O)NC(C(F)(F)F)C=1C=NC=CC1